C(OC[C@H]1O[C@@]([C@@H]([C@@H]1O)O)(C#N)C1=CC=C2C(=NC=NN21)N)(OCCCCCCCCCCCCCCCCCC)=O ((2R,3S,4R,5R)-5-(4-aminopyrrolo[2,1-f][1,2,4]triazin-7-yl)-5-cyano-3,4-dihydroxytetrahydrofuran-2-yl)methyl octadecyl carbonate